CC(C(=O)NC=1C=CC=C2C=CC=NC12)CC=C 2-methyl-N-(quinoline-8-yl)pent-4-enamide